Phenyl-[4-(3-phenylpropyl)piperazin-1-yl]methanone C1(=CC=CC=C1)C(=O)N1CCN(CC1)CCCC1=CC=CC=C1